6-(pyridin-4-yl)-1H-indole-2-carboxylic acid N1=CC=C(C=C1)C1=CC=C2C=C(NC2=C1)C(=O)O